7-cyclopentyl-N,N-dimethyl-2-[[5-[3-(4-piperidinyl)propyl]-2-pyridinyl]amino]pyrrolo[2,3-d]pyrimidine-6-carboxamide C1(CCCC1)N1C(=CC2=C1N=C(N=C2)NC2=NC=C(C=C2)CCCC2CCNCC2)C(=O)N(C)C